(1R,5S,6r)-6-[methoxy(methyl)carbamoyl]-3-azabicyclo[3.1.0]Hexane CON(C(=O)C1[C@H]2CNC[C@@H]12)C